C(C)OC1=NC=CC=C1C=1C=C(C2=C(N1)N(N=C2C(C)C)C)NCC=2C=NC=C(C2)OC 6-(2-ethoxy-3-pyridinyl)-3-isopropyl-N-[(5-methoxy-3-pyridinyl)methyl]-1-methyl-pyrazolo[3,4-b]pyridin-4-amine